C(CC)(=O)O[C@@H]1[C@H](CC[C@@H](C1)C)C(C)C (1S,2R,5S)-2-isopropyl-5-methylcyclohexyl propionate